[C].[Ca].[Fe].[Cu].[Ag] silver copper iron calcium carbon